5-(allylsulfanyl)-1-{[3-(2-chlorophenyl)-2-(2,4-difluoro-phenyl)oxiran-2-yl]methyl}-1H-1,2,4-triazol C(C=C)SC1=NC=NN1CC1(OC1C1=C(C=CC=C1)Cl)C1=C(C=C(C=C1)F)F